(S)-2-amino-4-((2-(3-methoxybenzamido)benzyl)(piperidin-4-ylmethyl)amino)butanoic acid N[C@H](C(=O)O)CCN(CC1CCNCC1)CC1=C(C=CC=C1)NC(C1=CC(=CC=C1)OC)=O